COC=1C=C(C=C(C1)OC)N(C(=O)C=1C=CC=2N(C1)C(=CN2)C=2C=CC(=NC2)NC(OC)=O)C methyl N-[5-[6-[(3,5-dimethoxyphenyl)-methyl-carbamoyl]imidazo[1,2-a]pyridin-3-yl]-2-pyridyl]carbamate